2-(2-((tert-butoxycarbonyl)amino)ethoxy)ethyl 1H-imidazole-1-carboxylate N1(C=NC=C1)C(=O)OCCOCCNC(=O)OC(C)(C)C